methyl (2S)-2-((2S)-2-(((1,2-bis(3-chlorophenyl)-2-methylpropoxy)carbonyl)amino)-3-cyclohexylpropanamido)-3-((S)-2-oxopyrrolidin-3-yl)propanoate ClC=1C=C(C=CC1)C(C(C)(C)C1=CC(=CC=C1)Cl)OC(=O)N[C@H](C(=O)N[C@H](C(=O)OC)C[C@H]1C(NCC1)=O)CC1CCCCC1